C1(=CC=CC=C1)[C@H]([C@H]1CNC=2C(=NC=CN2)N1)NCCC1=CC=C(C#N)C=C1 4-(2-(((R)-phenyl((R)-1,2,3,4-tetrahydropyrazino[2,3-b]pyrazin-2-yl)methyl)amino)ethyl)benzonitrile